tert-butyl (6-(2-fluoro-4-formylphenoxy)hexyl)carbamate FC1=C(OCCCCCCNC(OC(C)(C)C)=O)C=CC(=C1)C=O